BrC=1C=NN(C1C)CC(=O)NC1=CC(=C(C=C1)C)C(F)(F)F 2-(4-bromo-5-methyl-1H-pyrazol-1-yl)-N-(4-methyl-3-(trifluoromethyl)phenyl)acetamide